S1S[C@@H](CC1)CCCCC(=O)OCN1C=CC2=C1N=CN=C2N(C2CCC(CC2)CS(NC)(=O)=O)C (4-(methyl((1r,4r)-4-((N-methylsulfamoyl)methyl)cyclohexyl)amino)-7H-pyrrolo[2,3-d]pyrimidin-7-yl)methyl 5-((R)-1,2-dithiolan-3-yl)pentanoate